(S)-2-amino-3-(4-(5-methoxypyridin-3-yl)phenyl)propanoic acid N[C@H](C(=O)O)CC1=CC=C(C=C1)C=1C=NC=C(C1)OC